BrC=1N=C2OC(CN2C1)(C)C 6-bromo-2,2-dimethyl-2,3-dihydroimidazo[2,1-B]oxazole